FC=1C=C(CNCCC(=O)NCCCNC2=NC3=C(C4=CN=CC=C24)C=CC(=C3)C(=O)N)C=C(C1OC(F)(F)F)F 5-((3-(3-((3,5-Difluoro-4-(trifluoromethoxy)benzyl)amino)propanamido)propyl)amino)benzo[c][2,6]naphthyridine-8-carboxamide